C(=O)(N1C=NC2=C1C=CC(=C2)C)N2C=NC1=C2C=CC(=C1)C 1,1'-carbonylbis(5-methyl-1H-benzimidazole)